(S)-tert-butyl 2-(2-(1-hydroxycyclopropanecarbonyl)-7-(3-methyl-1H-pyrrolo[2,3-b]pyridin-5-yl)-1,2,3,4-tetrahydroisoquinolin-5-yl)pyrrolidine-1-carboxylate OC1(CC1)C(=O)N1CC2=CC(=CC(=C2CC1)[C@H]1N(CCC1)C(=O)OC(C)(C)C)C=1C=C2C(=NC1)NC=C2C